C1(CC1)N1CCN(CC1)C1=C(C=C(C(=C1)OC)C1=NC=C2C=C(C=3N(C2=C1)C=CN3)C3=C(C(=CC(=C3Cl)OC)OC)Cl)NC(C=C)=O N-(2-(4-cyclopropylpiperazine-1-yl)-5-(4-(2,6-dichloro-3,5-dimethoxyphenyl)imidazo[1,2-a][1,6]naphthyridin-8-yl)-4-methoxyphenyl)acrylamide